(R)-4-hydroxy-4-isopropyl-8-(isothiazol-5-yl)-1,3,4,5-tetrahydro-6H-pyrano[4,3-b]Thieno[3,2-d]Pyridin-6-one O[C@]1(COCC2=C1NC(C1=C2C=C(S1)C1=CC=NS1)=O)C(C)C